C(C)OC(=O)C=1C=NN(C1C(F)(F)F)C1=C2CCNC2=CC=C1 1-(indolin-4-yl)-5-(trifluoromethyl)-1H-pyrazole-4-carboxylic acid ethyl ester